CS(=O)(=N)C1=CC=C(C=C1)NC(OC(C)(C)C)=O tert-butyl 4-(S-methylsulfonimidoyl)phenylcarbamate